OC(CN(C(=O)NC1=CC(=C(C=C1)OC)OCCCC(C)C)C)C1=CC=C(C=C1)O 1-[2-hydroxy-2-(4-hydroxyphenyl)ethyl]-3-(3-isohexyloxy-4-methoxy-phenyl)-1-methyl-urea